isobutylthio-5'-deoxyadenosine C(C(C)C)S[C@@]1([C@H](O)[C@H](O)[C@@H](C)O1)N1C=NC=2C(N)=NC=NC12